CC1(C[C@H](C[C@@H]1OCCCCC1=NC=2NCCCC2C=C1)N([C@H](C(=O)O)C1=C2[C@@H](CCOC2=CC=C1)C)C)C |&1:3,5| (S)-2-(((1RS,4SR)-3,3-dimethyl-4-(4-(5,6,7,8-tetrahydro-1,8-naphthyridin-2-yl)butoxy)cyclopentyl)(methyl)amino)-2-((R)-4-methylchroman-5-yl)acetic acid